6-(2-chloro-5-fluorophenyl)-5-{[(2,4-dimethoxyphenyl)methyl]amino}-6-hydroxy-3-methyl-7,8-dihydro-6H-pyrrolo[4,3-e]indazol-8-one ClC1=C(C=C(C=C1)F)C1(NC(C=2C=3C=NN(C3C=C(C21)NCC2=C(C=C(C=C2)OC)OC)C)=O)O